2-(3,5-difluorophenyl)-5-phenylOxazole-4-carboxylic acid ethyl ester C(C)OC(=O)C=1N=C(OC1C1=CC=CC=C1)C1=CC(=CC(=C1)F)F